C1(CCCCCCCCCN1)=O decanlactam